1,4-bis(3-(3-aminophenoxy)phenoxy)-2,5-di-tert-butylbenzene NC=1C=C(OC=2C=C(OC3=C(C=C(C(=C3)C(C)(C)C)OC3=CC(=CC=C3)OC3=CC(=CC=C3)N)C(C)(C)C)C=CC2)C=CC1